Ethyl 1-(2-bromoethyl)-5-methyl-1H-pyrrole-2-carboxylate BrCCN1C(=CC=C1C)C(=O)OCC